N-(N-(3,3-diphenylpropyl))carbamoylmethylglycine C1(=CC=CC=C1)C(CCNC(=O)CNCC(=O)O)C1=CC=CC=C1